FC1=C(C(=CC(=C1)F)OC)C1=NC=CC(=N1)N 2-(2,4-difluoro-6-methoxyphenyl)pyrimidin-4-amine